rac-Benzyl N-[(1S,2S,3S,5R)-2-fluoro-8-azabicyclo[3.2.1]octan-3-yl]carbamate F[C@H]1[C@@H]2CC[C@H](C[C@@H]1NC(OCC1=CC=CC=C1)=O)N2 |r|